4-(4-chlorophenyl)-1-((1-(2-fluoro-4-chlorophenyl)-5-((S)-1-hydroxyethyl)-1H-1,2,4-triazol-3-yl)methyl)-3-((S)-3,3,3-trifluoro-2-hydroxypropyl)-1,3-dihydro-2H-imidazol-2-one ClC1=CC=C(C=C1)C=1N(C(N(C1)CC1=NN(C(=N1)[C@H](C)O)C1=C(C=C(C=C1)Cl)F)=O)C[C@@H](C(F)(F)F)O